1-({2-chloro-5H,6H,7H-cyclopenta[d]pyrimidin-4-yl}(methyl)amino)-N-cyclohexylcyclopropane-1-carboxamide ClC=1N=C(C2=C(N1)CCC2)N(C2(CC2)C(=O)NC2CCCCC2)C